N5-(4-(3-(diethylamino)propoxy)phenethyl)-2-(furan-2-yl)-[1,2,4]triazolo[1,5-a][1,3,5]triazine-5,7-diamine C(C)N(CCCOC1=CC=C(CCNC2=NC=3N(C(=N2)N)N=C(N3)C=3OC=CC3)C=C1)CC